ClC1=NC=2C=CC=CC2C2=C1C=CN2CCC=2C=C(C=CC2)O 3-(2-(4-chloro-1H-pyrrolo[3,2-c]quinolin-1-yl)ethyl)phenol